(R)-3-Hydroxybutyl (R)-3-Hydroxybutyrate O[C@@H](CC(=O)OCC[C@@H](C)O)C